5-(1-(3-(1H-1,2,3-triazol-1-yl)propanoyl)-1,2,5,6-tetrahydropyridin-3-yl)-N,N-dimethyl-7-((trimethylsilyl)ethynyl)benzofuran-2-carboxamide N1(N=NC=C1)CCC(=O)N1CC(=CCC1)C=1C=C(C2=C(C=C(O2)C(=O)N(C)C)C1)C#C[Si](C)(C)C